CC1N(CCC1)CC1=NC2=C(N1)C=CC(=C2)NC(=O)C2CCNCC2 4-((2-((2-methylpyrrolidin-1-yl)methyl)-1H-benzo[d]imidazol-5-yl)carbamoyl)piperidin